(S)-N-(5-(4-(4-acryloyl-3-(cyanomethyl)piperazin-1-yl)quinazolin-6-yl)-2-methoxypyridin-3-yl)-2,4-difluoro-benzenesulfonamide C(C=C)(=O)N1[C@H](CN(CC1)C1=NC=NC2=CC=C(C=C12)C=1C=C(C(=NC1)OC)NS(=O)(=O)C1=C(C=C(C=C1)F)F)CC#N